(R)-2-ethyl-N-(8-fluoro-2-methylimidazo[1,2-a]pyridin-6-yl)-4-(3-(methylamino)pyrrolidin-1-yl)-2H-indazole-7-carboxamide C(C)N1N=C2C(=CC=C(C2=C1)N1C[C@@H](CC1)NC)C(=O)NC=1C=C(C=2N(C1)C=C(N2)C)F